C(C)(=O)C1=C(C=C(C=C1)OC)OS(=O)(=O)C1=C(C=CC=C1)OC 2-acetyl-5-methoxyphenyl-2-methoxybenzene-1-sulfonate